C1(CC1)CN1C=C(C2=CC(=CC=C12)C1=NC=CC(=N1)OC)C#N 1-cyclopropylmethyl-5-(4-methoxypyrimidin-2-yl)-1H-indole-3-carbonitrile